3-(2-(p-tolyl)-2H-1,2,3-triazol-4-yl)bicyclo[1.1.1]pentan-1-amine hydrochloride Cl.C1(=CC=C(C=C1)N1N=CC(=N1)C12CC(C1)(C2)N)C